1-(7,7-dimethyl-2-oxobicyclo[2.2.1]heptan-1-yl)-N-((2-(((2-(2,6-dioxopiperidin-3-yl)-1-oxoisoindolin-4-yl)oxy)methyl)thiazol-4-yl)methyl)methanesulfonamide CC1(C2(C(CC1CC2)=O)CS(=O)(=O)NCC=2N=C(SC2)COC2=C1CN(C(C1=CC=C2)=O)C2C(NC(CC2)=O)=O)C